C[C@H](/C=C(\\C)/C=C/C(=O)NO)C(=O)C1=CC=C(C=C1)N(C)C The molecule is a trichostatin and a hydroxamic acid. It has a role as a bacterial metabolite. It derives from a (R)-trichostatic acid.